C1(CCCC1)C(N1C=C(C=2C1=NC=C(C2)C=2C(=NOC2C)C)C=2C=C1CNC(C1=CC2)=O)C2=NC=CC=C2 5-(1-(cyclopentyl(pyridin-2-yl)methyl)-5-(3,5-dimethylisoxazol-4-yl)-1H-pyrrolo[2,3-b]pyridin-3-yl)isoindolin-1-one